N[C@H]1C2N(CC1CC2)C(=O)C2=CC1=C(C(=C(O1)C=1N(C3=CC(=CC=C3C1)C1=CC(=C(C(=O)N)C=C1)Cl)CC1CC1)C)C=C2 4-(2-(6-((7R)-7-amino-2-azabicyclo[2.2.1]heptane-2-carbonyl)-3-methylbenzofuran-2-yl)-1-(cyclopropylmethyl)-1H-indol-6-yl)-2-chlorobenzamide